tert-butyl 2-[(3S,4R)-4-[3-(2,4-dioxohexahydropyrimidin-1-yl)-1-methyl-indazol-6-yl]-3-fluoro-1-piperidyl]acetate O=C1N(CCC(N1)=O)C1=NN(C2=CC(=CC=C12)[C@@H]1[C@@H](CN(CC1)CC(=O)OC(C)(C)C)F)C